6-fluorospiro[3.3]heptan-2-amine FC1CC2(CC(C2)N)C1